1-Cyclopentyl-3-methyl-6-((3-methylpyridin-2-yl)amino)-1,3-dihydro-2H-imidazo[4,5-c]pyridin-2-one C1(CCCC1)N1C(N(C=2C=NC(=CC21)NC2=NC=CC=C2C)C)=O